CON=C(C(=O)[O-])C.[Sn+2].CON=C(C(=O)[O-])C tin (II) methoxyiminopropionate